FC=1C=C(C=C(C1)F)[C@@H]1CC[C@H]2OC3(C(N21)=O)CCN(CC3)C(=O)C=3C=NOC3C (5'S,7a'R)-5'-(3,5-difluorophenyl)-1-(5-methyl-1,2-oxazole-4-carbonyl)tetrahydro-3'H-spiro[piperidine-4,2'-pyrrolo[2,1-b][1,3]oxazol]-3'-one